tert-butyl (2-(5-nitro-2-(4-(trifluoromethyl)piperidin-1-yl)phenoxy)ethyl)carbamate [N+](=O)([O-])C=1C=CC(=C(OCCNC(OC(C)(C)C)=O)C1)N1CCC(CC1)C(F)(F)F